FC=1C=C(C=CC1)N(C(=O)OCC1CCC(CC1)COCC(=O)O)C1=NC=CN=C1 2-(((1r,4r)-4-(((3-fluorophenyl)(pyrazin-2-yl)carbamoyl-oxy)methyl)cyclohexyl)methoxy)acetic acid